(2S,4R)-9-[(1-{[(2R)-4,4-dimethylmorpholin-4-ium-2-yl]acetyl}azetidin-3-yl)oxy]-5,5-dihydroxy-6-oxa-5-boranuidatricyclo[5.4.0.02,4]undeca-1(7),8,10-triene-8-carboxylic acid C[N+]1(C[C@H](OCC1)CC(=O)N1CC(C1)OC1=C(C=2O[B-]([C@@H]3C[C@@H]3C2C=C1)(O)O)C(=O)O)C